4-[[(5Z)-5-[[4-[(E)-3-(2-Chlorophenyl)-3-oxoprop-1-enyl]phenyl]methylidene]-2,4-dioxo-1,3-thiazolidin-3-yl]methyl]benzoic acid ClC1=C(C=CC=C1)C(/C=C/C1=CC=C(C=C1)\C=C/1\C(N(C(S1)=O)CC1=CC=C(C(=O)O)C=C1)=O)=O